2,5-dimethylbenzeneoxyacetic acid CC1=C(C=C(C=C1)C)OCC(=O)O